NC1=CC=C2C(=N1)C(COC2)(C)C 2-Amino-8,8-dimethyl-7,8-dihydro-5H-pyrano[4,3-b]pyridin